BrC1=CC=C(C=C1)C1=NC2=C(C=CC=C2C(=N1)C(=O)O)Cl 2-(4-Bromophenyl)-8-chloroquinazoline-4-carboxylic acid